S(=O)(=O)(O)C1=C(C(=O)OC(C2=C(C=CC=C2)S(=O)(=O)O)=O)C=CC=C1 2-sulfobenzoic acid, anhydride